N1N=CC(=C1)C1=CC=C(C=C1)NC1=NC(=NC=C1)C1=CC=C2C=C(NC2=C1)C(=O)N1CC(C1)(C#N)C 1-(6-(4-((4-(1H-pyrazol-4-yl)phenyl)amino)pyrimidin-2-yl)-1H-indole-2-carbonyl)-3-methylazetidine-3-carbonitrile